CC(CC=C)=C 4-methyl-1,4-pentadiene